ClC=1C=C(N2N=C(C=CC21)C2=C(C(=C(C=C2)N2C(CN(CC2)C(=O)C2CC2)C)C=O)F)C(=O)N 5-chloro-2-[2-fluoro-4-(2-methyl-4-cyclopropylformyl-piperazin-1-yl)-formylphenyl]pyrrolo[1,2-b]pyridazine-7-carboxamide